C(C)(=O)OC(CC)O acetoxypropanol